Cl.F[C@H]1[C@H](C1)NC(C1=NC=C(C=C1)N1CCNCC1)=O N-((1S,2R)-2-fluorocyclopropyl)-5-(piperazin-1-yl)picolinamide hydrochloride